OC1=C(N2C(C3=C(C=CC=C13)S(=O)(=O)C1=CC=CC=C1)=NC=N2)C(=O)OC Methyl 6-hydroxy-10-(phenylsulfonyl)-[1,2,4]triazolo[5,1-a]isoquinoline-5-carboxylate